C(CCCCCCCC)OC1=CC=C(C(=O)O)C=C1 4-n-nonoxybenzoic acid